BrC1=C(C(=O)O)C(=CC(=C1)F)Cl 2-bromo-6-chloro-4-fluorobenzoic acid